C(CCC)C1(NS(C2=C(N(C1)C1=CC=CC=C1)C=C(C(=C2)O/C=C/C(=O)OCCCC)N(C)C)(=O)=O)CC Butyl (E)-3-((3-butyl-7-(dimethylamino)-3-ethyl-1,1-dioxido-5-phenyl-2,3,4,5-tetrahydro-1,2,5-benzothiadiazepin-8-yl)oxy)acrylate